2-acetamido-3-(1H-imidazol-4-yl)-N-methyl-N-(4-(methylamino)-2,3-bis(((E)-octadec-9-en-1-yl)oxy)butyl)propanamide C(C)(=O)NC(C(=O)N(CC(C(CNC)OCCCCCCCC\C=C\CCCCCCCC)OCCCCCCCC\C=C\CCCCCCCC)C)CC=1N=CNC1